C1(C(=CC(CC1)C(C)C)N)(C)N menthendiamine